COC(=O)C=1SC=C(C1NC1=C(C=CC(=C1)F)Cl)[N+](=O)[O-] ((2-chloro-5-fluorophenyl)amino)-4-nitrothiophene-2-carboxylic acid methyl ester